C(C)C1=CC=C(C=N1)NC1=CC(=NC(=C1)NC1=CC=C2C=CNC2=C1)C#N 4-[(6-ethylpyridin-3-yl)amino]-6-[(1H-indol-6-yl)amino]pyridine-2-carbonitrile